(3S,4R)-4-(4-bromo-3-chloro-1-methyl-3H-pyrazol-5-yl)-N-[2-(difluoromethoxy)-3-fluoro-phenyl]-1-methyl-2-oxo-pyrrolidine-3-carboxamide BrC=1C(NN(C1[C@@H]1[C@H](C(N(C1)C)=O)C(=O)NC1=C(C(=CC=C1)F)OC(F)F)C)Cl